COC(CN(C1=NC=C(C=N1)B1OC(C(O1)(C)C)(C)C)C)=O.COC1=CC=C(CN(C(=O)OCOC=2C=CC=NC2)CC2=CC=C(C=C2)OC)C=C1 5-[bis(4-methoxybenzyl)aminocarbonyloxymethoxy]pyridine methyl-N-methyl-N-(5-(4,4,5,5-tetramethyl-1,3,2-dioxaborolan-2-yl)pyrimidin-2-yl)glycinate